(2S,3R)-2-(3-chlorobenzoyl)-3-phenylspiro[cyclopropane-1,2'-indene]-1',3'-dione ClC=1C=C(C(=O)[C@H]2[C@@H](C23C(C2=CC=CC=C2C3=O)=O)C3=CC=CC=C3)C=CC1